ClC1=C(C=C(C=C1)NC(=O)NC=1C=NC(=CC1)O)C(F)(F)F 1-(4-chloro-3-(trifluoromethyl)phenyl)-3-(6-hydroxylpyridin-3-yl)urea